FC=1C(=CC(=NC1)OC)C1=CC(=NN1C1OCCN1)C(=O)N1CCC(CC1)C(=O)NC1CCC(CC1)C [5-(5-fluoro-2-methoxypyridin-4-yl)-1-(oxazolidin-2-yl)pyrazole-3-carbonyl]-N-(4-methylcyclohexyl)piperidine-4-carboxamide